tert-butyl (1-(tert-butyl)-5-formyl-1H-pyrazol-4-yl)carbamate C(C)(C)(C)N1N=CC(=C1C=O)NC(OC(C)(C)C)=O